5-[5-[chloro(difluoro)methyl]-1,2,4-oxadiazol-3-yl]-N-[1-(2,3-dichlorophenyl)ethyl]pyrimidin-2-amine ClC(C1=NC(=NO1)C=1C=NC(=NC1)NC(C)C1=C(C(=CC=C1)Cl)Cl)(F)F